Cl.O1C=C(C=C1)C1=NC=CC(=N1)O 2-(Furan-3-yl)pyrimidin-4-ol hydrochloride